COC(=O)C1=NC(=CN=C1C=C)Cl.N1(CCCCC1)C(=O)C1=CC=C(C=C1)C1NC2=CC=CC=C2CC1 piperidin-1-yl-(4-(1,2,3,4-tetrahydroquinolin-2-yl)phenyl)methanone methyl-6-chloro-3-vinylpyrazine-2-carboxylate